[GeH3]O germanol